C(C)(=O)NC=1C=C(C(=C(C1)CCC(C(=O)O)C)C)F 4-(5-acetamido-3-fluoro-2-methylphenyl)-2-methylbutanoic acid